C[Si]1(C=2C3=C(C4=C1C=C(C=C4)N(C4=CC=CC=C4)C4=CC=CC=C4)C=C(C=C3C=C(C2)N(C2=CC=CC=C2)C2=CC=CC=C2)N(C2=CC=CC=C2)C2=CC=CC=C2)C 7,7-dimethyl-N,N,N',N',N'',N''-hexaphenyl-7H-benzo[e]naphtho[1,8-bc]siline-2,5,9-triamine